3-methoxy-N-methyl-5-((trimethylsilyl)ethynyl)benzamide COC=1C=C(C(=O)NC)C=C(C1)C#C[Si](C)(C)C